(R)-1-(4-amino-7-(5-carbamoyl-6-methoxypyridin-2-yl)pyrrolo[2,1-f][1,2,4]triazin-5-yl)piperidin NC1=NC=NN2C1=C(C=C2C2=NC(=C(C=C2)C(N)=O)OC)N2CCCCC2